C(C)C1=CN=C2N1C=C(C=N2)C=2C=CN1N=C(N=CC12)NC1CC2(CNC2)C1 5-(3-ethylimidazo[1,2-a]pyrimidin-6-yl)-N-(2-azaspiro[3.3]heptan-6-yl)pyrrolo[2,1-f][1,2,4]triazin-2-amine